FC=1C=C(C=CC1)C=1C(=C2N(N1)CCC2)C=2C=C1C=NNC1=CC2 5-(2-(3-Fluorophenyl)-5,6-dihydro-4H-pyrrolo[1,2-b]pyrazol-3-yl)-1H-indazole